Isothiazol-3(2H)-one S1NC(C=C1)=O